N1[C@H](CCC1)CC(=O)N 2-[(2R)-pyrrolidin-2-yl]acetamide